CC(C(C(=O)O)N1C(C2(CN(C2)C(=O)C2[N@](C2)C(C2=CC=CC=C2)(C2=CC=CC=C2)C2=CC=CC=C2)CC1)=O)C 3-methyl-2-(5-oxo-2-((S)-1-tritylaziridine-2-carbonyl)-2,6-diazaspiro[3.4]octan-6-yl)butanoic acid